cholesterol α-linolenate C(CCCCCCC\C=C/C\C=C/C\C=C/CC)(=O)O[C@@H]1CC2=CC[C@H]3[C@@H]4CC[C@H]([C@@H](CCCC(C)C)C)[C@]4(CC[C@@H]3[C@]2(CC1)C)C